NC1=NC(=C(C2=C1C(=NN2)C2=CC=C(C=C2)C(NC2=NC=CC(=C2)C(F)(F)F)=O)/C=C/CCCCCC(=O)OC)[C@H]2C[C@@H](CCC2)NC(=O)OC(C)(C)C Methyl (E)-8-[4-amino-[(1R,3R)-3-(tert-butoxycarbonylamino)cyclohexyl]-3-[4-[[4-(trifluoro-methyl)-2-pyridyl]carbamoyl]phenyl]pyrazolo[4,3-c]pyridin-7-yl]oct-7-enoate